FC(COC1=NC(=NN2C1=C(C=C2)C=2C=C1C=CC=NC1=CC2)N[C@H]2CC[C@H](CC2)NC(C)=O)F N-(cis-4-((4-(2,2-difluoroethoxy)-5-(quinolin-6-yl)pyrrolo[2,1-f][1,2,4]triazin-2-yl)amino)cyclohexyl)acetamide